ClC1=CC=C(C=2C=CNC12)O 7-chloro-1H-indol-4-ol